O([C@H]1[C@H](O)[C@@H](O)[C@@H](O)[C@H](O1)CO)CCCC=C 4-pentenyl beta-D-galactopyranoside